N(C1=CC=CC=C1)C1=C(NC2=C1C(N(C=C2CC2CC2)C)=O)C2=CC(=NC=C2)NC(CC2=CC=C(C=C2)F)=O N-{4-[3-Anilino-7-(cyclopropylmethyl)-5-methyl-4-oxo-4,5-dihydro-1H-pyrrolo[3,2-c]pyridin-2-yl]pyridin-2-yl}-2-(4-fluorophenyl)acetamid